C(C(C)C)C(C(=O)O)C.C(CC)(=O)O.C(C(C)C)O isobutanol propionate (isobutyl-propionate)